FC(C(CC(=O)NC(C(=O)O)CCN(CCCCC1=NC=2NCCCC2C=C1)CC(C)OC)(C)C)F 2-[(4,4-difluoro-3,3-dimethyl-butanoyl)amino]-4-[[2-methoxypropyl]-[4-(5,6,7,8-tetrahydro-1,8-naphthyridin-2-yl)butyl]amino]butanoic acid